3-(6-fluoro-9-methyl-1,3,4,5-tetrahydropyrido[4,3-b]indole-2-carbonyl)-1H-pyrazole-5-carboxylic acid FC1=CC=C(C=2C3=C(NC12)CCN(C3)C(=O)C3=NNC(=C3)C(=O)O)C